(S)-4-methylcyclohex-3-enamine CC1=CC[C@H](CC1)N